C(C1=CC=CC=C1)OC1=CC=C(C=C1)C[C@@H](C=C(C(=O)OCC)C)NC(=O)OC(C)(C)C Ethyl (S)-5-(4-(benzyloxy) phenyl)-4-(tert-butoxycarbonylamino)-2-methylpentenoate